ClN1C(=NC2=C1C=CC=C2)C2=CC=CC=C2 chloro-2-phenyl-1H-benzo[d]imidazole